(S)-1-(2,2-difluorobenzo[d][1,3]dioxol-5-yl)-2-methylpropan-1-amine hydrochloride Cl.FC1(OC2=C(O1)C=CC(=C2)[C@H](C(C)C)N)F